4-chloro-7-[2-(2-fluoro-phenyl)-3H-imidazol-4-ylmethyl]-5-iodo-7H-pyrrolo[2,3-d]Pyrimidine ClC=1C2=C(N=CN1)N(C=C2I)CC=2NC(=NC2)C2=C(C=CC=C2)F